BrCC=1N=NN(C1)C(C)C 4-(bromomethyl)-1-isopropyl-triazole